(3R,4R)-3-[(1R)-1-[4-[[4-(3-fluoroazetidin-1-yl)-6-methyl-2-pyridinyl]oxymethyl]phenyl]ethyl]-4-(hydroxymethyl)-3-methyl-pyrrolidin-2-one FC1CN(C1)C1=CC(=NC(=C1)C)OCC1=CC=C(C=C1)[C@@H](C)[C@]1(C(NC[C@@H]1CO)=O)C